tert-butyl (N-(4-(7,8-dimethoxy-[1,2,4]triazolo[4,3-a]quinoxalin-1-yl)benzyl)sulfamoyl)-carbamate COC=1C=C2N=CC=3N(C2=CC1OC)C(=NN3)C3=CC=C(CNS(=O)(=O)NC(OC(C)(C)C)=O)C=C3